C(=CCC)S(=O)(=O)[O-] butenyl-sulfonate